OCCC 1-hydroxypropane